3-methyl-sulfolane CC1CS(=O)(=O)CC1